FC=1C(=CC=2C3=C(C=NC2C1)N(C(C31CC(C1)C1=CC=NC=C1)=O)C)C=1C=C(C(=NC1)OCCNC(C)C)NS(=O)(=O)C trans-N-{5-(7'-Fluoro-3'-methyl-2'-oxo-3-(pyridin-4-yl)-2',3'-dihydrospiro[cyclobutane-1,1'-pyrrolo[2,3-c]quinolin]-8'-yl)-2-(2-(isopropylamino)ethoxy)pyridin-3-yl}methanesulfonamide